BrCCOCC 1-bromo-2-ethoxyethane